tert-butyl (1-(2-aminopyridin-4-yl)azetidin-3-yl)carbamate NC1=NC=CC(=C1)N1CC(C1)NC(OC(C)(C)C)=O